FC(C(=O)OC)(C(F)F)F methyl 2,2,3,3-tetrafluoropropionate